1,2,4-trihydroxy-benzene OC1=C(C=C(C=C1)O)O